N-(6-METHOXY-1-METHYL-1H-INDAZOL-7-YL)-6-(2-METHYLTHIAZOL-4-YL)PYRIDINE-3-SULFONAMIDE COC1=CC=C2C=NN(C2=C1NS(=O)(=O)C=1C=NC(=CC1)C=1N=C(SC1)C)C